C1(=CC=CC=C1)SC1=CC=C(C=C1)C(C(CCCCCC)=NO)=O 1-(4-Phenylsulfanylphenyl)-octane-1,2-dione-2-oxime